C1CSS(=O)C1 dithiolane oxide